ClC=1C=NN(C(C1Cl)=O)CC(=O)NC1=CC=C(C=C1)N1CCN(CC1)CC 2-(4,5-dichloro-6-oxopyridazin-1(6H)-yl)-N-(4-(4-ethylpiperazin-1-yl)phenyl)acetamide